Bis(2-PHENYLPYRIDINE) (3-(pyridine-2-yl)-2H-chromen-2-onate) N1=C(C=CC=C1)C1(C(OC2=CC=CC=C2C1)=O)C(=O)O.C1(=CC=CC=C1)C1=NC=CC=C1.C1(=CC=CC=C1)C1=NC=CC=C1